C(CCC)[P+](CCCC)(CCCC)CCCC.C(C1=CC=CC=C1)(=O)N[C@@H](C)C(=O)[O-] |r| benzoyl-DL-alanine tetrabutylphosphonium salt